methyl 3-chloro-7-cyanoisoquinoline-1-carboxylate ClC=1N=C(C2=CC(=CC=C2C1)C#N)C(=O)OC